(2,6-Dichloropyridin-4-yl)methyl (1R,2R)-2-aminocyclopentane-1-carboxylate hydrochloride Cl.N[C@H]1[C@@H](CCC1)C(=O)OCC1=CC(=NC(=C1)Cl)Cl